C1(CC1)C1=C(N)C=CC(=C1)F 2-cyclopropyl-4-fluoro-aniline